ClC=1C=C(C=C(C1)F)C1(CC1)/C(/NOC(=O)C1=NN(C(=C1)C(F)F)C)=N/[H] (Z)-1-(3-chloro-5-fluorophenyl)-N-((5-(difluoromethyl)-1-methyl-1H-pyrazole-3-carbonyl)oxy)cyclopropane-1-carboximidamide